(S)-2-amino-4-(2-benzyloxyethoxy)butanoic acid N[C@H](C(=O)O)CCOCCOCC1=CC=CC=C1